BrCCOC=1C=C2CCCN(C2=NC1)C(C)=O 1-[6-(2-bromoethoxy)-1,2,3,4-tetrahydro-1,8-naphthyridin-1-yl]ethan-1-one